C(\C=C\C(=O)O)(=O)O.C(C)N(C(C1=C(C=CC(=C1)F)OC1=C(N=CN=N1)N1CC2(CN(C2)[C@@H](C(C)C)CCCN(C)CC(CO)OC)CC1)=O)C(C)C N-Ethyl-5-fluoro-2-((5-(2-((3R)-6-((3-hydroxy-2-methoxypropyl)(methyl)amino)-2-methylhexan-3-yl)-2,6-diazaspiro[3.4]oct-6-yl)-1,2,4-triazin-6-yl)oxy)-N-isopropylbenzamide fumarate